CC1(CCN(CC1)C(=O)OC(C)(C)C)CC=O tert-butyl 4-methyl-4-(2-oxoethyl)piperidine-1-carboxylate